CC=1NC(=C(C(C1C(=O)OCC=CC1=CC=CC=C1)C1=CC(=CC=C1)[N+](=O)[O-])C(=O)OCCOC)C 3-cinnamyl 5-(2-methoxyethyl) 2,6-dimethyl-4-(3-nitrophenyl)-1,4-dihydropyridine-3,5-dicarboxylate